ClC1=CC(=C(C=N1)C1=C(C=NC=C1)F)CO (6-chloro-3'-fluoro-[3,4'-bipyridyl]-4-yl)methanol